1,3-dipentynyl-1,1,3,3-tetramethyldisiloxane C(#CCCC)[Si](O[Si](C)(C)C#CCCC)(C)C